BrC1=NNC(=N1)C=1NC2=C(C(=CC=C2C1C=1C=NNC1)Cl)Cl 2-(3-bromo-1H-1,2,4-triazol-5-yl)-6,7-dichloro-3-(1H-pyrazol-4-yl)-1H-indole